NC1=CC=C(C=N1)N1CC(OCC1)C(C)(C)N1CC(C1)O 1-(2-(4-(6-aminopyridin-3-yl)morpholin-2-yl)propan-2-yl)azetidin-3-ol